7-bromo-3-methyl-4-(tetrahydrofuran-3-yl)-3,4-dihydro-2H-benzo[b][1,4]oxazine-6-carboxylic acid methyl ester COC(=O)C1=CC2=C(OCC(N2C2COCC2)C)C=C1Br